FC1=C(C2=C(CN(S2)C)C=C1)OC 6-fluoro-7-methoxy-2-methylbenzo[d]isothiazol